C1(CC1)C=1C=C(C(=C(C1)O)C=1C=2N(C(=NN1)N[C@H]1CN(CCC1)CC(F)F)C=CC2)F 5-cyclopropyl-2-(4-{[(3R)-1-(2,2-difluoroethyl)piperidin-3-yl]amino}pyrrolo[1,2-d][1,2,4]triazin-1-yl)-3-fluorophenol